1-(2-fluoro-4-methyl-5-(2-(methylamino)-8,9-dihydroimidazo[1',2':1,6]pyrido[2,3-d]pyrimidin-6-yl)phenyl)-3-(3-(trifluoromethyl)phenyl)urea FC1=C(C=C(C(=C1)C)C1=CC2=C(N=C(N=C2)NC)N2C1=NCC2)NC(=O)NC2=CC(=CC=C2)C(F)(F)F